(2R)-N-[(1S)-2-hydroxy-1-(3-methylphenyl)ethyl]-2-(6-{2-[(1-methyl-1H-pyrazol-5-yl)amino]pyrimidin-4-yl}-1-oxo-2,3-dihydro-1H-isoindol-2-yl)propionamide OC[C@H](C1=CC(=CC=C1)C)NC([C@@H](C)N1C(C2=CC(=CC=C2C1)C1=NC(=NC=C1)NC1=CC=NN1C)=O)=O